NC1=C(C=C(C=N1)C1=CC=C(C=C1)O)OCC1=CC=C(C=C1)C(C)(C)C 4-[6-amino-5-(4-tert-butyl-benzyloxy)-pyridin-3-yl]-phenol